diphenyl-(pyridin-2-yl)borane C1(=CC=CC=C1)B(C1=NC=CC=C1)C1=CC=CC=C1